2-(tert-butyl) 1-methyl (1S*,3aR*,4S*,7R*,7aS*)-1,3,3a,4,7,7a-hexahydro-2H-4,7-ethanoisoindole-1,2-dicarboxylate [C@@H]1(N(C[C@@H]2[C@@H]3C=C[C@H]([C@H]12)CC3)C(=O)OC(C)(C)C)C(=O)OC |o1:0,3,4,7,8|